C(CC)C1C2C=CC1C=C2 7-Propyl-2,5-Norbornadien